1'-(tert-butyl) 5-methyl 4-methoxy-3',6'-dihydro-[2,4'-bipyridine]-1',5(2'H)-dicarboxylate COC1=CC(=NC=C1C(=O)OC)C=1CCN(CC1)C(=O)OC(C)(C)C